ClC1=C(C=C(C=C1)N1CC(C2=NC(=CC=C21)C(=O)N2CCC1(C(NCN1C)=O)CC2)(C)C)F 8-(1-(4-chloro-3-fluorophenyl)-3,3-dimethyl-2,3-dihydro-1H-pyrrolo[3,2-b]pyridine-5-carbonyl)-1-methyl-1,3,8-triazaspiro[4.5]decan-4-one